O=C1NC(CCC1NC(=O)C1=CC=CC2=C1SC(=C2)C)=O N-(2,6-dioxopiperidin-3-yl)-2-methylbenzo[b]thiophene-7-carboxamide